5-(3-(ethylsulfonyl)-6-(2H-1,2,3-triazol-2-yl)pyridin-2-yl)-2-(trifluoromethyl)pyrazolo[1,5-a]pyrimidine C(C)S(=O)(=O)C=1C(=NC(=CC1)N1N=CC=N1)C1=NC=2N(C=C1)N=C(C2)C(F)(F)F